C(C)OC(=O)C1CC(=CCC1)C1=NC2=C(C(=CC=C2C(=C1)C=1C=NNC1)Cl)Cl 3-(7,8-dichloro-4-(1H-pyrazol-4-yl)quinolin-2-yl)cyclohex-3-ene-1-carboxylic acid ethyl ester